tert-butyl ((4-(cis-3-hydroxycyclobutoxy)-1-(4-(trifluoromethoxy)phenyl)-1H-pyrazolo[3,4-b]pyridin-3-yl)methyl)carbamate O[C@H]1C[C@H](C1)OC1=C2C(=NC=C1)N(N=C2CNC(OC(C)(C)C)=O)C2=CC=C(C=C2)OC(F)(F)F